5-(1-bromoethyl)-3-carboxymethyl-1,1'-biphenyl BrC(C)C=1C=C(C=C(C1)C1=CC=CC=C1)CC(=O)O